CC1=C(CN)C(=CC(=C1)C)C 2,4,6-trimethylbenzylamine